C(C)N(CC(=O)C1=CNC2=C1C(=NC=C2)OC)C 2-(ethyl(methyl)amino)-1-(4-methoxy-1H-pyrrolo[3,2-c]pyridin-3-yl)ethan-1-one